3-chloro-4-(pyridazin-3-ylmethoxy)aniline ClC=1C=C(N)C=CC1OCC=1N=NC=CC1